2-[[6-[4-(2-hydroxyethyl)piperazin-1-yl]-2-methylpyrimidin-4-yl]amino]-N-[2-methyl-5-[[3-(trifluoromethyl)benzoyl]amino]phenyl]-1,3-thiazole-5-carboxamide OCCN1CCN(CC1)C1=CC(=NC(=N1)C)NC=1SC(=CN1)C(=O)NC1=C(C=CC(=C1)NC(C1=CC(=CC=C1)C(F)(F)F)=O)C